FC(OC1=NC(=CC=C1NC(=O)C1(CCC(CC1)S(N(C)C)(=O)=O)C1=C(C=CC=C1)C(C)C)OC)F N-(2-(difluoromethoxy)-6-methoxypyridin-3-yl)-4-(N,N-dimethylsulfamoyl)-1-(2-isopropylphenyl)cyclohexane-1-carboxamide